C1(CC1)OC1C(N=C(NC1=O)SC)=O 5-cyclopropoxy-2-(methylthio)pyrimidine-4,6(1H,5H)-dione